(2,2-Dimethylethoxy)-3,3-dimethyl-2H,3H,5H-benzo[g]indole-2,5-dione CC(COC1=C2C(C(N=C2C2=C(C1=O)C=CC=C2)=O)(C)C)C